(1R,3aS,10aR)-1-[(1E,3ξ)-4,4-difluoro-3-hydroxy-4-phenyl-1-buten-1-yl]-5-fluoro-2,3,3a,9,10,10a-hexahydro-1H-benzo[b]cyclopenta[f]oxepin-6-carboxylic acid FC(C(/C=C/[C@H]1CC[C@H]2[C@@H]1CCC1=C(O2)C(=C(C=C1)C(=O)O)F)O)(C1=CC=CC=C1)F